(R)-3-chloro-6-cyclopropyl-4-((3,5-difluoropyridin-2-yl)methoxy)-2'-(2-(2-hydroxypropane-2-yl)thiazol-4-yl)-5'-methyl-2H-[1,4'-bipyridyl]-2-one ClC=1C(N(C(=CC1OCC1=NC=C(C=C1F)F)C1CC1)C1=CC(=NC=C1C)C=1N=C(SC1)C(C)(C)O)=O